C(C)C(CN(CC(CCCC)CC)CN1C(SC(=N1)CN(CC(CCCC)CC)CC(CCCC)CC)=O)CCCC 3,5-bis[di(2-ethylhexyl)aminomethyl]-1,3,4-thiadiazolin-2-one